FC1=NN(C2=CC(=CC(=C12)C#C[Si](C)(C)C)[N+](=O)[O-])C1OCCCC1 3-fluoro-6-nitro-1-(tetrahydro-2H-pyran-2-yl)-4-((trimethylsilyl)ethynyl)-1H-indazole